4-(2,6-bis(bis(2-methoxyethyl)amino)-8-(6,7-dihydroisoxazolo[4,3-c]pyridin-5(4H)-yl)pyrimido[5,4-d]pyrimidin-4-yl)-1-methylpiperazin-2-one COCCN(C=1N=C(C2=C(N1)C(=NC(=N2)N(CCOC)CCOC)N2CC=1C(CC2)=NOC1)N1CC(N(CC1)C)=O)CCOC